tetramethoxyacridinium myristate C(CCCCCCCCCCCCC)(=O)[O-].COC1=C(C(=C(C2=CC3=CC=CC=C3[NH+]=C12)OC)OC)OC